1-((6,7-dihydro-4H-thieno[3,2-c]pyran-4-yl)methyl)pyrrolidine S1C=CC=2C(OCCC21)CN2CCCC2